CC(C)(C)[Al](C(C)(C)C)C(C)(C)C tri(2-methyl-2-propyl)aluminum